CN1C(C(=CC(=C1)B1OC(C(O1)(C)C)(C)C)NC1=NC=C(C=C1)C(=O)N1CCOCC1)=O 1-methyl-3-(5-(morpholine-4-carbonyl)pyridin-2-ylamino)-5-(4,4,5,5-tetramethyl-1,3,2-di-oxaborolan-2-yl)pyridin-2(1H)-one